ClC=1C(=NC=CC1)N1N=C(C=C1C(=O)NC=1C(=CC=2N(C1C(=O)NCCOC)N=CC2)C)C(F)(F)F 6-(1-(3-Chloropyridin-2-yl)-3-(trifluoromethyl)-1H-pyrazol-5-carboxamido)-N-(2-methoxyethyl)-5-methylpyrazolo[1,5-a]pyridin-7-carboxamid